CC1=CC=C(O1)C=O 5-methyl-furanal